3-(3-(benzofuran-2-yl)acryl)-4-isopropyl-oxazolidin-2-one O1C(=CC2=C1C=CC=C2)C=CC(=O)N2C(OCC2C(C)C)=O